(S)-1-(3-amino-6-fluoro-5-((((1r,3S)-3-(4-fluoro-3-(trifluoromethyl)phenoxy)cyclobutyl)amino)methyl)isoquinolin-8-yl)ethane-1,2-diol NC=1N=CC2=C(C=C(C(=C2C1)CNC1CC(C1)OC1=CC(=C(C=C1)F)C(F)(F)F)F)[C@@H](CO)O